FC=1C=C(C=C(C1)F)[C@@H]1CC=NN1C(=O)C1C[C@@H]2[C@@H](CN(C2)C2=NC=CC(=N2)C#N)C1 2-((3ar,5R,6as)-5-((S)-5-(3,5-difluorophenyl)-4,5-dihydro-pyrazole-1-carbonyl)hexahydrocyclopenta[c]pyrrole-2(1H)-yl)pyrimidine-4-carbonitrile